CN(CCC=1C(=CC(N(C1)C(C(=O)N[C@@H](CC(=O)O)C=1C(=C(C=C(C1F)C(F)(F)F)C1=C(C(=CC=C1C)F)C)F)CC(C)C)=O)C(F)(F)F)C (3S)-3-(2-(5-(2-(dimethylamino)ethyl)-2-oxo-4-(trifluoromethyl)pyridin-1(2H)-yl)-4-methylpentanamido)-3-(2,3',4-trifluoro-2',6'-dimethyl-5-(trifluoromethyl)biphenyl-3-yl)propanoic acid